C(CCCCCCCCCCCCCCCCC)(=O)OCCCCCCCCCCCCCCCCCCCCCCCCCCC heptacosan-1-yl stearate